2,6-dibromo-4-iodopyridin BrC1=NC(=CC(=C1)I)Br